C(C)N1C(N(C(C12CCN(CC2)C2=CN=C1C(=N2)N(N=C1)C1COC1)=O)C1=NC(=NC=C1)C(F)(F)F)=O 1-ethyl-8-(1-(oxetan-3-yl)-1H-pyrazolo[3,4-b]pyrazin-6-yl)-3-(2-(trifluoromethyl)pyrimidin-4-yl)-1,3,8-triazaspiro[4.5]decane-2,4-dione